C(C)N(C(=O)C1CCN(CC1)C)CC N,N-diethyl-1-methyl-piperidine-4-carboxamide